tert-Butyl (((1r,4r)-4-(((2-chloro-5-((2-fluoroethyl)carbamoyl)pyridin-4-yl)amino)methyl)cyclohexyl)methyl)carbamate ClC1=NC=C(C(=C1)NCC1CCC(CC1)CNC(OC(C)(C)C)=O)C(NCCF)=O